7'-[4-(4-tert-butylpyrazol-1-yl)-2,6-difluoro-phenyl]-6'-oxo-spiro[cyclopropane-1,5'-imidazo[1,2-a]imidazole]-3'-carbaldehyde C(C)(C)(C)C=1C=NN(C1)C1=CC(=C(C(=C1)F)N1C(C2(N3C1=NC=C3C=O)CC2)=O)F